ClC=1C=CC2=C([C@@H](C[C@@H](O2)C(=O)NC23CC(C2)(C3)N3C=NC(=C3)C3=CC(=C(C=C3)F)F)O)C1 (2R,4R)-6-chloro-N-{3-[4-(3,4-difluorophenyl)-1H-imidazol-1-yl]bicyclo[1.1.1]pentan-1-yl}-4-hydroxy-3,4-dihydro-2H-1-benzopyran-2-carboxamide